C(=O)[O-].C(#N)C[N+]1(CCOCC1)CCOCCNC(C1=C(C=C(C=C1)NC=1C=2N(C=CN1)C(=CN2)C=2C(=NN(C2)CC#N)C(F)(F)F)CC)=O 4-(Cyanomethyl)-4-(2-(2-(4-((3-(1-(cyanomethyl)-3-(trifluoromethyl)-1H-pyrazol-4-yl)imidazo[1,2-a]pyrazin-8-yl)amino)-2-ethylbenzamido)ethoxy)ethyl)morpholin-4-ium formate